1,3-diphenylisoquinoline C1(=CC=CC=C1)C1=NC(=CC2=CC=CC=C12)C1=CC=CC=C1